O1C2=C(OC[C@@H]1COC1=CC=C(C=C1)[C@H](CC(=O)O)C#CC)C=CC=C2 (S)-3-(4-(((S)-2,3-dihydrobenzo[b][1,4]dioxin-2-yl)methoxy)phenyl)-4-hexynoic acid